tetrahydronaphthalene-1-amine C1(CCCC2=CC=CC=C12)N